C(C)OC(C(COC)(C)C=1C(=NC(=NC1)SC)Cl)=O.NC=1C=C(C=CC1)C(=O)C1=CC(=CC=C1)N bis(3-aminophenyl)methanone ethyl-2-(4-chloro-2-(methylthio)pyrimidin-5-yl)-3-methoxy-2-methyl-propanoate